N-((3-methoxythiophen-2-yl)methyl)-2-(4'-(pyridin-2-yl)tetrahydrooxaspiro[bicyclo[3.1.0]hexane-3,2'-pyran]-4'-yl)ethylamine hydrochloride Cl.COC1=C(SC=C1)CNCCC1(OC2(OCC1)CC1CC1C2)C2=NC=CC=C2